N-(2-aminoethyl)aminomethylstyrene NCCNCC=CC1=CC=CC=C1